2-(2-fluorophenyl)-4H-pyrrolo[2,3-d]thiazole-5-carboxylic acid FC1=C(C=CC=C1)C=1SC2=C(N1)NC(=C2)C(=O)O